(1R,5S,6S)-3-[1-(2,2-difluoroethyl)-1H-pyrazolo[3,4-b]pyrazin-6-yl]-6-({[5-(trifluoromethyl)pyridin-2-yl]oxy}methyl)-3-azabicyclo[3.1.0]hexane FC(CN1N=CC=2C1=NC(=CN2)N2C[C@H]1C([C@H]1C2)COC2=NC=C(C=C2)C(F)(F)F)F